COC(\C(=C/C(=O)OC)\N1C2=C(OCC1)C=C(C=C2)F)=O.C(C)N(C(C)=O)C2=CC(=CC=C2)C2=CC=NC=1N2N=CC1 N-ethyl-N-(3-(pyrazolo[1,5-a]pyrimidine-7-yl)phenyl)acetamide dimethyl-2-(7-fluoro-2,3-dihydro-4H-benzo[b][1,4]oxazin-4-yl)maleate